tetramethyl-N''-ethylguanidine CN(C(N(C)C)=NCC)C